C(C)C1=C(C(=O)O)C=CC=C1OC ethyl-3-methoxybenzoic acid